C(C)N1C=[N+](C=C1)C.CN(CC(=O)[O-])C(=O)C1=CC=CC=C1 N-methylhippuric acid 1-ethyl-3-methylimidazolium salt